(2S)-2-(5-{3-amino-5-[4-(trifluoromethoxy)benzene-1-sulfonyl]pyridin-2-yl}-1,3,4-thiadiazol-2-yl)-1,1,1-trifluoropropan-2-ol NC=1C(=NC=C(C1)S(=O)(=O)C1=CC=C(C=C1)OC(F)(F)F)C1=NN=C(S1)[C@@](C(F)(F)F)(C)O